1-[9-(4-chlorophenyl)-8-(4-cyanophenyl)-2-[(2S)-2-(hydroxymethyl)pyrrolidin-1-yl]purin-6-yl]-4-methyl-piperidine-4-carboxamide ClC1=CC=C(C=C1)N1C2=NC(=NC(=C2N=C1C1=CC=C(C=C1)C#N)N1CCC(CC1)(C(=O)N)C)N1[C@@H](CCC1)CO